C(C)(C)(C)OC(=O)NCC(C[C@H]1N(C(OC1)(C)C)C(=O)OC(C)(C)C)CO tert-butyl (4R)-4-(3-((tert-butoxycarbonyl)amino)-2-(hydroxymethyl)-propyl)-2,2-dimethyloxazolidine-3-carboxylate